NCC1CN(CC1)CCC=O 3-[3-(AMINOMETHYL)PYRROLIDIN-1-YL]PROPANAL